C1(CCC1)C=1N=CC2=C(N1)NC=C2C2=CC=1N(C=C2)N=CC1C(=O)N[C@@H](C(F)(F)F)C (R)-5-(2-cyclobutyl-7H-pyrrolo[2,3-d]pyrimidin-5-yl)-N-(1,1,1-trifluoropropan-2-yl)pyrazolo[1,5-a]pyridine-3-carboxamide